7-(5-methoxy-1H-benzo[d][1,2,3]triazol-1-yl)-3,4-dihydroisoquinoline-2(1H)sulfonamide COC1=CC2=C(N(N=N2)C2=CC=C3CCN(CC3=C2)S(=O)(=O)N)C=C1